NC1=NC(=CC(=N1)C=1C(=C(C#N)C=CC1)C)C=1N=NN(C1)CC1=NN(C=C1)CC(C)(C)O 3-(2-amino-6-(1-((1-(2-hydroxy-2-methylpropyl)-1H-pyrazol-3-yl)methyl)-1H-1,2,3-triazol-4-yl)pyrimidin-4-yl)-2-methylbenzonitrile